C1(CCC1)OC1=CC=C2C(NN=C(C2=C1)CC1=CC=CC(=N1)C(=O)N1CCN(CC1)C1=NC=C(C#N)C=C1)=O 6-(4-(6-((7-Cyclobutoxy-4-oxo-3,4-dihydrophthalazin-1-yl)methyl)picolinoyl)piperazin-1-yl)nicotinonitrile